(S)-3-(4-(2-((tert-butoxycarbonyl)amino)-2-cyclopentylacetamido)phenyl)-2-methyl-4-(trifluoromethyl)pyridine 1-oxide C(C)(C)(C)OC(=O)N[C@H](C(=O)NC1=CC=C(C=C1)C=1C(=[N+](C=CC1C(F)(F)F)[O-])C)C1CCCC1